F[C@@H]1C[C@H](N(C1)C(CN1N=C(C2=CC(=CC=C12)C1=CN=NC=C1)C(=O)N)=O)C(NC=1C=NC=CC1)=O 1-(2-((2S,4R)-4-fluoro-2-(pyridin-3-ylcarbamoyl)pyrrolidin-1-yl)-2-oxoethyl)-5-(pyridazin-4-yl)-1H-indazole-3-carboxamide